C1(C=2C(C(N1C=1C(=C3C(C(=O)NC3=O)=CC1)Cl)=O)=CC=CC2)=O phthalimido-3-chlorophthalimide